tri(dibutylamino)phosphine ammonium peroxydisulfate S(=O)(=O)([O-])OOS(=O)(=O)[O-].[NH4+].C(CCC)N(CCCC)P(N(CCCC)CCCC)N(CCCC)CCCC.[NH4+]